CN1SC=CC1=O 2-methyl-2H-isothiazol-3-one